9,9-dipropyloxy-2-acetyloxynonane C(CC)OC(CCCCCCC(C)OC(C)=O)OCCC